C(C)(=O)OCC1=CC(=CC(=C1)SC(C)(C)C)SC(C)(C)C 3,5-bis(tert-butylthio)benzyl acetate